C12(CC(C1)C2)C(=O)N2[C@H]([C@H](C(C2)(F)F)NS(=O)(=O)CC)CC2=NC(=CC=C2)C2=CC(=CC(=C2)F)F |r| rac-N-[(2S,3R)-1-(bicyclo[1.1.1]pentane-1-carbonyl)-2-{[6-(3,5-difluorophenyl)-pyridin-2-yl]methyl}-4,4-difluoro-pyrrolidin-3-yl]ethanesulfonamide